CC1=NC2=CC=CC=C2C(=N1)C(=C)C=1C=C2C=CN(C2=CC1)C 2-Methyl-4-(1-(1-methyl-1H-indol-5-yl)vinyl)quinazoline